O=C1C2=C(N=CN1C(CNC(OC(C)(C)C)=O)C)C(=NC(=C2)C2=CC=C(C=C2)C(F)(F)F)C=2C=NC=CC2 tert-butyl (2-(4-oxo-8-(pyridin-3-yl)-6-(4-(trifluoromethyl)phenyl)pyrido[3,4-d]pyrimidin-3(4H)-yl)propyl)carbamate